(R)-2-(3-(1-((6-(3,6-dihydro-2H-pyran-4-yl)-2-methylpyrido[2,3-d]pyrimidin-4-yl)amino)ethyl)-2-fluorophenyl)-2,2-difluoroethanol O1CCC(=CC1)C1=CC2=C(N=C(N=C2N[C@H](C)C=2C(=C(C=CC2)C(CO)(F)F)F)C)N=C1